6-((5-((3S,4S)-4-amino-3-methyl-2-oxa-8-azaspiro[4.5]decan-8-yl)pyrazin-2-yl)thio)-5-chloro-3-(4-methoxybenzyl)quinazolin-4(3H)-one N[C@@H]1[C@@H](OCC12CCN(CC2)C=2N=CC(=NC2)SC=2C(=C1C(N(C=NC1=CC2)CC2=CC=C(C=C2)OC)=O)Cl)C